1'-cyclopentyl-4-nitro-1'H-1,4'-biimidazole C1(CCCC1)N1C=NC(=C1)N1C=NC(=C1)[N+](=O)[O-]